[Cl-].C(CCC)[N+]1(C=C(C=C1)CCCC)C 1,3-dibutyl-1-methyl-pyrrolium chloride